C(#N)C1=C(C=C(C=C1)N1C(OC(C1)C(=O)NC1=CC=NC=C1)C(F)(F)F)C(F)(F)F 3-(4-Cyano-3-(trifluoromethyl)phenyl)-N-(pyridin-4-yl)-2-(trifluoromethyl)oxazolidin-5-carboxamid